C(CCCCC)[Si](N[Si](CCCCCC)(C)C)(C)C 1,3-dihexyl-tetramethyldisilazane